5-(dimethylamino)-N-{3-[(3-{[2-(4-methoxyphenyl)quinolin-4-yl]amino}propyl)(methyl)amino]propyl}naphthalene-1-sulfonamide CN(C1=C2C=CC=C(C2=CC=C1)S(=O)(=O)NCCCN(C)CCCNC1=CC(=NC2=CC=CC=C12)C1=CC=C(C=C1)OC)C